C1(CCCCC1)CNC1=CC=C(C=C1)C1=C2C(=NC=C1)NC=C2 4-(4-((cyclohexylmethyl)amino)phenyl)-1H-pyrrolo[2,3-b]pyridin